1-(5-((2,3-dihydrobenzo[b][1,4]dioxin-5-yl)amino)-7-(methylamino)pyrazolo[1,5-a]pyrimidin-3-yl)-3-(oxetan-3-yl)urea O1C2=C(OCC1)C(=CC=C2)NC2=NC=1N(C(=C2)NC)N=CC1NC(=O)NC1COC1